N1[C@@H](CCC1)C(=O)[O-] prolineAT